N-(3-nitrophenyl)-6-(3-(aminomethyl)phenyl)-9H-purin-2-amine [N+](=O)([O-])C=1C=C(C=CC1)NC1=NC(=C2N=CNC2=N1)C1=CC(=CC=C1)CN